FC(S(=O)(=O)[O-])(F)F.[Ir+2].FC(S(=O)(=O)[O-])(F)F iridium(II) trifluoromethanesulfonate